O1NCCC=CC1 2,3,4,7-tetrahydro-1,2-oxazepin